4-bromo-1,3-benzodioxole-5-carbaldehyde BrC1=C(C=CC=2OCOC21)C=O